CCNC1=C(C=CC(=C1)O)C 3-(Ethylamino)-p-cresol